di(n-octyl)cycloundecane C(CCCCCCC)C1(CCCCCCCCCC1)CCCCCCCC